ClC=1C(=CC2=C(CNCCC2)C1)NC1=NC=C(C(=N1)C=1SC=C(C1)S(=O)(=O)C)C(F)(F)F 8-chloro-N-(4-(4-(methylsulfonyl)thiophen-2-yl)-5-(trifluoromethyl)pyrimidin-2-yl)-2,3,4,5-tetrahydro-1H-benzo[c]azepin-7-amine